N-(4-(3-(4-acryloylpiperazin-1-yl)pyridin-4-yl)-2-methylbenzyl)-5-(tert-butyl)-1,2,4-oxadiazole-3-carboxamide C(C=C)(=O)N1CCN(CC1)C=1C=NC=CC1C1=CC(=C(CNC(=O)C2=NOC(=N2)C(C)(C)C)C=C1)C